N-(2-acryloxyethyl)imidazolin-2-on C(C=C)(=O)OCCN1C(NCC1)=O